(3-((6-fluoro-4-iodopyridin-2-yl)amino)oxetan-3-yl)methanol FC1=CC(=CC(=N1)NC1(COC1)CO)I